2-[(4-cyanophenyl)methylene]malononitrile C(#N)C1=CC=C(C=C1)C=C(C#N)C#N